C(C)OC(=O)C1(CC(=NO1)C1=C(C=C(C(=C1)N1C(N(C(=CC1=O)C(F)(F)F)C)=O)F)Cl)C 3-[2-chloro-5-[3,6-dihydro-3-methyl-2,6-dioxo-4-(trifluoromethyl)-1(2H)-pyrimidinyl]-4-fluorophenyl]-4,5-dihydro-5-methyl-5-Isoxazolecarboxylic ethyl ester